6-(2-((2-(4-(N,N-dimethylsulfamoyl)phenyl)-1H-benzo[d]imidazol-1-yl)methyl)phenoxy)hexanoic acid CN(S(=O)(=O)C1=CC=C(C=C1)C1=NC2=C(N1CC1=C(OCCCCCC(=O)O)C=CC=C1)C=CC=C2)C